(S)-1,4-diethyl-N-(1-methylcyclopropyl)-5-oxo-1,2,4,5-tetrahydroimidazo[1,2-a]quinazoline-7-sulfonamide C(C)[C@H]1CN=C2N1C1=CC=C(C=C1C(N2CC)=O)S(=O)(=O)NC2(CC2)C